2-(3-(benzo[d]thiazol-2-yl)phenoxy)-N-hydroxyacetamide S1C(=NC2=C1C=CC=C2)C=2C=C(OCC(=O)NO)C=CC2